3-(2-(trifluoromethyl)pyrimidin-5-yl)-1,3-diazaspiro[4.5]decan-2-one FC(C1=NC=C(C=N1)N1C(NC2(C1)CCCCC2)=O)(F)F